2,2'-{4-[1-ethoxy-3-(4-ethoxyphenyl)-1-oxopropan-2-yl]-10-[1-ethoxy-1-oxopent-2-yl]-1,4,7,10-tetraazacyclododecane-1,7-diyl}diacetic acid C(C)OC(C(CC1=CC=C(C=C1)OCC)N1CCN(CCN(CCN(CC1)CC(=O)O)C(C(=O)OCC)CCC)CC(=O)O)=O